1-(3-(4-methyl-3-nitrophenyl)-1H-1,2,4-triazol-1-yl)propan-2-ol CC1=C(C=C(C=C1)C1=NN(C=N1)CC(C)O)[N+](=O)[O-]